4-((S)-4-acryloyl-3-(cyanomethyl)piperazin-1-yl)-7-(8-methylnaphthalen-1-yl)-N-(2-((S)-piperidin-2-yl)ethyl)-5,6,7,8-tetrahydro-1,7-naphthyridine-2-carboxamide C(C=C)(=O)N1[C@H](CN(CC1)C1=CC(=NC=2CN(CCC12)C1=CC=CC2=CC=CC(=C12)C)C(=O)NCC[C@H]1NCCCC1)CC#N